C(C)(C)NCC(C)OC=1N(N=CC1C=1C=C2C(=NN(C2=CC1)C1OCCCC1)C=C)C N-isopropyl-2-[2-methyl-4-(1-tetrahydropyran-2-yl-3-vinyl-indazol-5-yl)pyrazol-3-yl]oxy-propan-1-amine